(4E,6E,12E)-tetradecatriene-8,10-diyne-1,3-diyl-diacetate C(=C\C(=C\C=C\CC#CC#CCCC)\CC(=O)[O-])CC(=O)[O-]